C1(CCCCC1)C(=O)C=1C(=C(C2=CC=CC(=C2C1)N)N)C(=O)C1CCCCC1 dicyclohexylcarbonyl-1,5-diaminonaphthalene